1-isopropyl-1H-1,2,3-triazole-4-formaldehyde C(C)(C)N1N=NC(=C1)C=O